3-(2-chloro-4-pyridinyl)-3-[4-(1,1-dimethylethyl)phenyl]-1-(4-morpholinyl)-2-propene-1-one ClC1=NC=CC(=C1)C(=CC(=O)N1CCOCC1)C1=CC=C(C=C1)C(C)(C)C